CC1=C(C=C(C=C1)C(=O)N1CCC(CC1)C1=CC=C(C=C1)OC1=NC=C(C=C1)C)NS(=O)(=O)CC1=CC=CC=C1 N-(2-methyl-5-(4-(4-((5-methylpyridin-2-yl)oxy)phenyl)piperidine-1-carbonyl)phenyl)-1-phenylmethanesulfonamide